4-[[2-chloro-4-(trifluoromethyl)phenyl]methoxy]piperidine-1-carboxylic acid tert-butyl ester C(C)(C)(C)OC(=O)N1CCC(CC1)OCC1=C(C=C(C=C1)C(F)(F)F)Cl